2-cyclobutyl-7-(4-(4,4,5,5-tetramethyl-1,3,2-dioxaborolan-2-yl)phenyl)-2,7-diazaspiro[3.5]nonane C1(CCC1)N1CC2(C1)CCN(CC2)C2=CC=C(C=C2)B2OC(C(O2)(C)C)(C)C